1,2,6-cycloheptanetriol C1(C(CCCC(C1)O)O)O